3-(hydroxymethyl)-2,5-pyrrolidinedione OCC1C(NC(C1)=O)=O